5-((6-(5-(hydroxymethyl)-1-methyl-1H-1,2,3-triazol-4-yl)-2-methylpyridin-3-yl)oxy)octahydropentalene-1-carboxylic acid methyl ester COC(=O)C1CCC2CC(CC12)OC=1C(=NC(=CC1)C=1N=NN(C1CO)C)C